4-bromo-3-fluoro-1H-indole-6-carboxylic acid methyl ester COC(=O)C1=CC(=C2C(=CNC2=C1)F)Br